3-(2-(2-(3-aminopropoxy)-ethoxy)-ethoxy)propan-1-amine NCCCOCCOCCOCCCN